Cl.C(C)OC(CC([C@H]1NCCC1)=O)=O 3-oxo-3-[(2S)-pyrrolidin-2-yl]propionic acid ethyl ester hydrochloride